C1(OC(C=2C3=CC=C(C12)O3)=O)=O 4,7-Epoxyisobenzofuran-1,3-dione